C(C1=CC=CC=C1)NC1=C2N=CN(C2=NC(=N1)C=1C=NC=C(C1)NC)[C@H]1[C@@H]([C@@H]([C@H](O1)C(=O)NC)O)O (2S,3S,4R,5R)-5-(6-(benzylamino)-2-(5-(methylamino)pyridin-3-yl)-9H-purin-9-yl)-3,4-dihydroxyl-N-methyltetrahydrofuran-2-carboxamide